C1(CC1)N1C(=NC(=C1)C(F)(F)F)C1=CC=C(C=C1)CN1C(C(=CC2=C1N=C(N=C2)C=2C(=NC=NC2OC)C2CC2)C=2C=NNC2)=O 8-({4-[1-cyclopropyl-4-(trifluoromethyl)imidazol-2-yl]phenyl}methyl)-2-(4-cyclopropyl-6-methoxypyrimidin-5-yl)-6-(1H-pyrazol-4-yl)pyrido[2,3-d]pyrimidin-7-one